C1(CCCCC1)CNC(OC1=CC(=CC=C1)C=1C=NC=C(C1)C1=NC=NO1)=O 3-(5-(1,2,4-oxadiazol-5-yl)pyridin-3-yl)phenyl (cyclohexylmethyl)carbamate